ClC=1C(=C(C=CC1OC=1C=C2C(=NC1)N(C=N2)C)NC=2C1=C(N=CN2)C=CC(=N1)N1CC(NCC1)(C)C)F N-(3-chloro-2-fluoro-4-((3-methyl-3H-imidazo[4,5-b]pyridin-6-yl)oxy)phenyl)-6-(3,3-dimethylpiperazin-1-yl)pyrido[3,2-d]pyrimidin-4-amine